N-(3-(4'-((4-cyanotetrahydro-2H-pyran-4-yl)methoxy)-4,5,5',6'-tetrahydro-2H-spiro[furan-3,8'-pyrano[3,4-b]pyridin]-2'-yl)-1H-pyrrolo[2,3-c]pyridin-5-yl)acetamide C(#N)C1(CCOCC1)COC1=C2C(=NC(=C1)C1=CNC3=CN=C(C=C31)NC(C)=O)C3(OCC2)COCC3